CC=1C2=CC=CC=C2[NH+]=C2C=CC=C(C12)C(=O)[O-].C(N)(=O)C1=C(C(=CC(=C1)Cl)C)NC(=O)C=1N(N=C(C1)CN1N=CC2=C(C=CC=C12)Cl)C1=NC=CC=C1Cl N-(2-carbamoyl-4-chloro-6-methyl-phenyl)-5-[(4-chloroindazol-1-yl)methyl]-2-(3-chloro-2-pyridyl)pyrazole-3-carboxamide 9-methyl-acridinium-carboxylate